[C@H]12NC[C@H]([C@@H]1N1C(=CC=3C(=NC=4C(=C(C(=CC4C31)C(C#N)C)C3=CC(=CC1=CC=C(C=C31)Cl)O)F)N3N=CN=C3)C)C2 (1-((1R,4R,5S)-2-azabicyclo[2.1.1]hexan-5-yl)-7-(7-chloro-3-hydroxynaphthalen-1-yl)-6-fluoro-2-methyl-4-(1H-1,2,4-triazol-1-yl)-1H-pyrrolo[3,2-c]quinolin-8-yl)propionitrile